1-(6-fluoro-3-pyridinyl)-4-methyl-pent-4-en-2-amine hydrochloride Cl.FC1=CC=C(C=N1)CC(CC(=C)C)N